ClC1=C(C(=CC=C1)C(F)(F)F)CC(=O)NC1=CC(=C(C=C1)N1N=CC(=C1)F)S(N)(=O)=O 2-[2-chloro-6-(trifluoromethyl)phenyl]-N-[4-(4-fluoro-1H-pyrazol-1-yl)-3-sulfamoylphenyl]acetamide